ClC=1C(=NC(=NC1)N1C2(CC2)CNCC1)N1CC(C1)C(=O)N(C)C(C)(C)C1=CN=C2N1C=CC=C2 1-(5-chloro-2-(4,7-diazaspiro[2.5]oct-4-yl)pyrimidin-4-yl)-N-(2-(imidazo[1,2-a]pyridin-3-yl)propan-2-yl)-N-methylazetidine-3-carboxamide